(1aR,5aR)-2-(2,4-Difluoro-phenyl)-1a,2,5,5a-tetrahydro-1H-2,3-diaza-cyclopropa[a]pentalene-4-carboxylic acid (3-azepan-1-yl-2,2-dimethyl-propyl)-amide N1(CCCCCC1)CC(CNC(=O)C=1C=2C[C@@H]3[C@H](C2N(N1)C1=C(C=C(C=C1)F)F)C3)(C)C